C(C1=CC=CC=C1)N1CC(CCC1)C1=CC=NC=2N1N=CC2Br 7-(1-Benzylpiperidin-3-yl)-3-bromopyrazolo[1,5-a]pyrimidine